C(C)(C)S(=O)(=O)C1=CC=C(C(=N1)C)C=1C=NN(C1)C=1C=CC(N(C1)CCC)=O 5-(4-(6-(isopropylsulfonyl)-2-methylpyridin-3-yl)-1H-pyrazol-1-yl)-1-propylpyridin-2(1H)-one